ClC1=C(C(=O)NC2=CC(=NN2C2=CC=CC=C2)C(=O)NCCOCCNC(CCCCCCCCC(=O)N2CCN(CC2)C2=CC=C(C=C2)NC2C(NC(CC2)=O)=O)=O)C=C(C(=C1)Cl)C1=NC=CC=C1 5-[[2,4-dichloro-5-(2-pyridyl)benzoyl]amino]-N-[2-[2-[[10-[4-[4-[(2,6-dioxo-3-piperidyl)amino]phenyl]piperazin-1-yl]-10-oxo-decanoyl]amino]ethoxy]ethyl]-1-phenyl-pyrazole-3-carboxamide